3β-(benzyloxy)-17α-methyl-pregn-5-en-20-one C(C1=CC=CC=C1)O[C@@H]1CC2=CC[C@H]3[C@@H]4CC[C@](C(C)=O)([C@]4(CC[C@@H]3[C@]2(CC1)C)C)C